fluoro-2-((3-fluoro-2-formylphenyl)amino)-4-(trifluoromethyl)-benzoic acid methyl ester COC(C1=C(C(=C(C=C1)C(F)(F)F)F)NC1=C(C(=CC=C1)F)C=O)=O